BrC=1C=NC(=NC1)N1C2CN(CC1CC2)C(=O)OCC2=CC=CC=C2 benzyl 8-(5-bromopyrimidin-2-yl)-3,8-diazabicyclo[3.2.1]octane-3-carboxylate